N,N'-bis-Boc-D-ornithine p-nitrophenyl ester [N+](=O)([O-])C1=CC=C(C=C1)OC([C@H](NC(=O)OC(C)(C)C)CCCNC(=O)OC(C)(C)C)=O